OC[C@@H](C(NC1=CC=C2C=NN(C2=C1)C=1C=C(C=CC1)C)=O)NC(OCC1=CC=CC=C1)=O (S)-benzyl (3-hydroxy-1-oxo-1-((1-(m-tolyl)-1H-indazol-6-yl)amino)propan-2-yl)carbamate